(2S,2'S,2''S)-3,3',3''-((nitrilotris(methylene))tris(benzo[d]isoxazole-6,3-diyl))tris(2-((R)-pyrrolidin-3-yl)propanoic acid) N(CC1=CC2=C(C(=NO2)C[C@H](C(=O)O)[C@@H]2CNCC2)C=C1)(CC1=CC2=C(C(=NO2)C[C@H](C(=O)O)[C@@H]2CNCC2)C=C1)CC1=CC2=C(C(=NO2)C[C@H](C(=O)O)[C@@H]2CNCC2)C=C1